methyl (3-amino-6-chloropyridin-2-yl)carbamate NC=1C(=NC(=CC1)Cl)NC(OC)=O